C(C)(C)OC1=C(C=C(C(=O)OCCCCCCOC(C2=CC(=C(C=C2)OC(C)C)C=C)=O)C=C1)C=C hexane-1,6-diyl bis(4-isopropoxy-3-vinylbenzoate)